CC(C=NO)CC 2-methylbutanaldoxime